F[C@@H]1C(NC(C[C@@H]1N1C=CC2=C1N=NC(=C2)C2=CC1=C(N=C(O1)C)C=C2OC)(C)C)(C)C 6-(7-((3S,4S)-3-fluoro-2,2,6,6-tetramethylpiperidin-4-yl)-7H-pyrrolo[2,3-c]pyridazin-3-yl)-5-methoxy-2-methylbenzo[d]oxazole